biguanide trioctyl-acetate (imidazoletriacetate) N1C(=NC(=C1CC(=O)O)CC(=O)O)CC(=O)O.C(CCCCCCC)C(C(=O)O)(CCCCCCCC)CCCCCCCC.NC(=N)NC(=N)N